2-(4-(((3S,5S)-3,5-dimethylmorpholino)methyl)piperidin-1-yl)-3-fluoroaniline C[C@H]1COC[C@@H](N1CC1CCN(CC1)C1=C(N)C=CC=C1F)C